1,4,5,6-tetrahydro-indazol-7-one N1N=CC=2CCCC(C12)=O